1-isocyanoadamantane [N+](#[C-])C12CC3CC(CC(C1)C3)C2